ClC=1C=C2NC(C=3N(C2=C(C1C1=C2C=CN(C2=CC(=C1)F)CCOC)F)C(=NN3)C)(C)C 7-Chloro-9-fluoro-8-[6-fluoro-1-(2-methoxy-ethyl)-1H-indol-4-yl]-1,4,4-trimethyl-5H-[1,2,4]triazolo[4,3-a]quinoxaline